C(#N)[C@@H]1[C@@H]2C[C@@H]2CN1C(=O)OC(C)(C)C tert-butyl (1R,2S,5S)-2-cyano-3-azabicyclo[3.1.0]hexane-3-carboxylate